(3,5-dimethylphenyl)butoxyphosphine chloride [Cl-].CC=1C=C(C=C(C1)C)CCCCOP